C(C1=CC=CC=C1)SC1=CC=CC2=C1C=CO2 4-(benzylthio)-1-benzofuran